2-(piperidin-1-ylsulfonyl)-N-(4-(trifluoromethoxy)phenyl)benzamide N1(CCCCC1)S(=O)(=O)C1=C(C(=O)NC2=CC=C(C=C2)OC(F)(F)F)C=CC=C1